S1C(=NC2=C1C=CC=C2)NC(=O)C=2C=CC=C1CCN(CC21)C2=CC=C(C(=N2)C(=O)O)C=2C=C1CCN(CC1=CC2)CC2=CC=CC=C2 6-[8-(1,3-benzothiazol-2-ylcarbamoyl)-3,4-dihydroisoquinolin-2(1H)-yl]-3-(2-benzyl-1,2,3,4-tetrahydroisoquinolin-6-yl)pyridine-2-carboxylic acid